N1CCC(CC1)NC=1N=C2C(=NC1)NC=C2C(=O)OCC ethyl 2-(piperidin-4-ylamino)-5H-pyrrolo[2,3-b]pyrazine-7-carboxylate